IC=1C=C(C=CC1)C(C(=O)OC)(CCCCC(C=O)(C)C)C methyl 2-(3-iodophenyl)-2,7,7-trimethyl-8-oxooctanoate